5-(2-(pyridin-4-yl)-1H-pyrrolo[2,3-b]pyridin-4-yl)-1H-indazol-3-amine N1=CC=C(C=C1)C1=CC=2C(=NC=CC2C=2C=C3C(=NNC3=CC2)N)N1